NC1=NC=NN2C1=C(C(=N2)C2=CC=C(C=C2)NC(C(=C)F)=O)C2=CC(=C(C(=O)NC1CC(C1)(F)F)C=C2)OC 4-(4-amino-6-(4-(2-fluoroacrylamido)phenyl)pyrazolo[5,1-f][1,2,4]triazin-5-yl)-N-(3,3-difluorocyclobutyl)-2-methoxybenzamide